C(=O)O.N[C@@H]1CC=CC[C@H]1C1=C(C2=NC(=CC(=C2S1)NCC1=CCCC1)Cl)Br 2-((1R,6R)-6-aminocyclohex-3-en-1-yl)-3-bromo-5-chloro-N-(cyclopent-1-en-1-ylmethyl)thieno[3,2-b]pyridin-7-amine formate